COC1=CC=C(C=C1)CN1N=C(C2=C1CCC2=O)C(F)(F)F 1-[(4-methoxyphenyl)methyl]-3-(trifluoromethyl)-5,6-dihydrocyclopenta[c]pyrazol-4-one